C(CCCCCCCCC)C(COC(=O)C=1C(N(C=CC1)CCCCCCCCCCCC)Cl)CCCCCCCCCCCC 3-(2-decyltetradecyloxycarbonyl)-2-chloro-1-dodecylpyridin